S1CC=NC=C1C(=O)N 2H-1,4-thiazine-6-carboxamide